propan-hydroxamic acid C(CC)(=O)NO